ClC1=CC=C(C=C1)C=1C(=CC=CC1)C=O 4'-chloro-biphenyl-formaldehyde